N1CCC2(CC1)NC1=CC=CC=C1C2=O spiro[indolin-2,4'-piperidin]-3-one